naphthalamine C1(=CC=CC2=CC=CC=C12)N